tert-butyl (3aR,6aS)-3a-methyl-5-((R)-1-phenylethyl)hexahydropyrrolo[3,4-c]pyrrole-2(1H)-carboxylate C[C@@]12[C@@H](CN(C1)[C@H](C)C1=CC=CC=C1)CN(C2)C(=O)OC(C)(C)C